FC1=CC=C(C2=C1C=CO2)C(C)=O 1-(4-fluorobenzofuran-7-yl)ethan-1-one